tert-butyl 4-((4-(4-(phenoxymethyl)benzyl)phenyl)carbamoyl)piperazine-1-carboxylate O(C1=CC=CC=C1)CC1=CC=C(CC2=CC=C(C=C2)NC(=O)N2CCN(CC2)C(=O)OC(C)(C)C)C=C1